2-(6-(2-ethyl-5-fluoro-4-hydroxyphenyl)-1H-indazol-3-yl)-5-(1-methylpiperidin-4-yl)-4,5,6,7-tetrahydro-3H-imidazo[4,5-c]pyridine-6-carboxylic acid methyl ester COC(=O)C1CC2=C(CN1C1CCN(CC1)C)NC(=N2)C2=NNC1=CC(=CC=C21)C2=C(C=C(C(=C2)F)O)CC